C(C)(C)(C)OC(=O)N1C(C(CC1)C#N)C1=NC=C(C=C1)Br (5-Bromopyridin-2-yl)-3-cyanopyrrolidine-1-carboxylic acid tert-butyl ester